2-methyl-4-(perfluoropropan-2-yl)aniline CC1=C(N)C=CC(=C1)C(C(F)(F)F)(C(F)(F)F)F